N(=[N+]=[N-])C[C@]1([C@H]([C@H]([C@@H](O1)N1C(NC(C(=C1)C)=O)=O)O)OCC1=CC=CC=C1)COCC1=CC=CC=C1 1-{5-Azido-3-O-benzyl-4-[(benzyloxy)methyl]-5-deoxy-α-L-lyxofuranosyl}-5-methylpyrimidine-2,4(1H,3H)-dione